C(C)(=O)OCCC(C=C(CCC)C)C 3,5-dimethyloct-4-en-1-yl acetate